CC=1N=C(OC1C)C1=CC=C(C=C1)NC(C1=CC(=CC=C1)CN1CCS(CC1)(=O)=O)=O N-[4-(4,5-Dimethyl-1,3-oxazol-2-yl)phenyl]-3-[(1,1-dioxo-1,4-thiazinan-4-yl)methyl]benzamide